[(2Z,7aS)-2-(2-methoxyethylidene)tetrahydro-1H-pyrrolizin-7a(5H)-yl]methanol COC\C=C/1\C[C@@]2(CCCN2C1)CO